nitro-urea phosphorus [P].[N+](=O)([O-])NC(=O)N